E-farnesylamine C(\C=C(/C)\CCC=C(C)CCC=C(C)C)N